FC(C=1C=2N(C=CC1)N=C(C2)[C@@H]2N(CCC1=C2N=CN1)C(=O)C=1C=NN2C1C=CC(=C2)C)F (R)-(4-(4-(difluoromethyl)pyrazolo[1,5-a]pyridin-2-yl)-6,7-dihydro-1H-imidazo[4,5-c]pyridin-5(4H)-yl)(6-methylpyrazolo[1,5-a]pyridin-3-yl)methanone